(3S,4S)-tert-butyl 3-fluoro-4-((6-(6-methoxyimidazo[1,2-b]pyridazin-3-yl)pyridin-2-yl)amino)pyrrolidine-1-carboxylate F[C@H]1CN(C[C@@H]1NC1=NC(=CC=C1)C1=CN=C2N1N=C(C=C2)OC)C(=O)OC(C)(C)C